N-(4-nitrophenylethyl)furo[3,2-c]pyridin-4-amine [N+](=O)([O-])C1=CC=C(C=C1)CCNC1=NC=CC2=C1C=CO2